C(C)(C)(C)OC(=O)N1CC2CC2C1=O 4-oxo-3-azabicyclo[3.1.0]Hexane-3-carboxylic acid tert-butyl ester